5-(1',2-dimethyl-1'H,2H-[3,4'-bipyrazol]-5-yl)-3-methylenedihydrofuran-2(3H)-one CN1N=CC(=C1)C=1N(N=C(C1)C1CC(C(O1)=O)=C)C